C(C=C)(=O)N1[C@H](CN(CC1)C1=NC(=NC2=C(C(=CC=C12)C1=CN=CC2=CC=CC(=C12)Cl)F)OCC12CCCN2CCC1)CC#N (S)-2-(1-acryloyl-4-(7-(5-chloroisoquinolin-4-yl)-8-fluoro-2-((tetrahydro-1H-pyrrolizin-7a(5H)-yl)methoxy)quinazolin-4-yl)piperazin-2-yl)acetonitrile